C1(=CC=CC=C1)P(C1=C(C2=CC=CC=C2C=C1)C1=C(C=CC2=CC=CC=C12)P(C1=CC=CC=C1)C1=CC=CC=C1)C1=CC=CC=C1 (R)-(+)-2,2'-di(diphenylphosphino)-1,1'-binaphthyl